tert-butyl 2-(diethoxyphosphoryl)-3-(1-octyl-1H-1,2,4-triazol-3-yl)propanoate C(C)OP(=O)(OCC)C(C(=O)OC(C)(C)C)CC1=NN(C=N1)CCCCCCCC